7-Fluoro-1-isopropyl-3-methyl-8-[6-[3-(1-piperidyl)propoxy]-3-pyridyl]imidazo[4,5-c]chinolin-2-on FC=1C(=CC=2C3=C(C=NC2C1)N(C(N3C(C)C)=O)C)C=3C=NC(=CC3)OCCCN3CCCCC3